C(C=C)(=O)OCCCCCCOC=1C=C2C=CC(=CC2=CC1)C(=O)OC1=CC(=C(C=C1)OC(=O)C1=CC2=CC=C(C=C2C=C1)OCCCCCCOC(C=C)=O)C(=O)OCCCCCCCCCCOC1=CC=C(C=C1)C1=CC=CC=C1 [3-[10-(4-phenylphenoxy)decoxycarbonyl]-4-[6-(6-prop-2-enoyloxyhexoxy)naphthalene-2-carbonyl]oxy-phenyl] 6-(6-prop-2-enoyloxyhexoxy)naphthalene-2-carboxylate